(Z)-27-((4-methoxybenzyl)oxy)heptacos-20-en-10-ol COC1=CC=C(COCCCCCC\C=C/CCCCCCCCCC(CCCCCCCCC)O)C=C1